ClC=1C=C2C(=NC1)N=C(S2)OC2=CC=C(C=C2)CN2CCCCC2 6-Chloro-2-(4-piperidin-1-ylmethyl-phenoxy)[1,3]thiazolo[4,5-b]pyridine